N-(azetidin-3-yl)-7-morpholino-5-[(2E)-2-(m-tolylmethylene)hydrazino]oxazolo[5,4-d]pyrimidine-2-carboxamide N1CC(C1)NC(=O)C=1OC=2N=C(N=C(C2N1)N1CCOCC1)N/N=C/C=1C=C(C=CC1)C